3-aminopropyl-4-[[(3R,4R)-1-(2-cyanoacetyl)-4-methyl-3-piperidinyl]-methyl-amino]pyrrolo[2,3-d]pyrimidine-7-carboxylic acid hydrochloride Cl.NCCCC=1N=C(C2=C(N1)N(C=C2)C(=O)O)N(C)[C@H]2CN(CC[C@H]2C)C(CC#N)=O